acryloyloxyethylpropyldimethoxysilane C(C=C)(=O)OCC[Si](OC)(OC)CCC